FC1=C2C(N(C(=NC2=CC(=C1)F)N(C)C(C)C)NC(CCC1=CC(=CC=C1)F)=O)=O N-[5,7-Difluoro-2-(isopropyl-methyl-amino)-4-oxo-4H-quinazolin-3-yl]-3-(3-fluoro-phenyl)-propionamide